2-(dimethoxyphosphoryl)acetic acid 2-propynyl ester C(C#C)OC(CP(=O)(OC)OC)=O